ClC1=C(C=CC2=C1C(=NC(C(N2)=S)C)C2=C(C=CC=C2F)F)Cl 6,7-dichloro-5-(2,6-difluorophenyl)-3-methyl-1,3-dihydro-1,4-benzodiazepine-2-thione